tert-Butyl (E)-3-(5-bromopyridin-2-yl)acrylate BrC=1C=CC(=NC1)/C=C/C(=O)OC(C)(C)C